1-amino-4-hydroxyanthraquinone-2-hexanediol NC1=C(C=C(C=2C(C3=CC=CC=C3C(C12)=O)=O)O)CCCCCC(O)O